{(S)-1-carbonyl-1-{{(S)-1-carbonyl-3-[(S)-2-carbonylpyrrolidin-3-yl]propan-2-yl}amino}-3-cyclohexylpropan-2-yl}-1H-indole-2-carboxamide C(=O)=C([C@H](CC1CCCCC1)N1C(=CC2=CC=CC=C12)C(=O)N)N[C@H](C=C=O)C[C@H]1C(NCC1)=C=O